NC1=NN=C(S1)NC(=O)C=1C=NC(=CC1C1=CC(=NC=C1OC)Cl)C N-(5-amino-1,3,4-thiadiazol-2-yl)-2'-chloro-5'-methoxy-6-methyl-[4,4'-bipyridine]-3-carboxamide